COC(C(C(C1=CC(=C(C=C1)C)CN1CC(OC2=CC=3C=CC=NC3C=C2C1)CCC)C1=C(C2=C(N(N=N2)C)C=C1)C)(C)C)=O 3-(1,4-dimethyl-1H-benzo[d][1,2,3]triazol-5-yl)-2,2-dimethyl-3-(4-methyl-3-((2-propyl-2,3-dihydro-[1,4]oxazepino[7,6-g]quinolin-4(5H)-yl)methyl)phenyl)propanoic acid methyl ester